pentyl-L-prolyl-L-valine C(CCCC)N1[C@@H](CCC1)C(=O)N[C@@H](C(C)C)C(=O)O